COC1=CC=C(CNC(=O)NC2=CC=C(C=C2)CN2C(CCC2=O)C)C=C1 1-(4-methoxybenzyl)-3-(4-((2-methyl-5-oxopyrrolidin-1-yl)methyl)phenyl)urea